C(\C=C\C(=O)O)(=O)O.CC(C(=O)C=1C=C2C=3CC(CCC3NC2=CC1)NCCCC)C 6-(2-methylpropanoyl)-3-(butyl)amino-1,2,3,4-tetrahydro-9H-carbazole fumarate